(8-(methylamino)-5-(4,5,6,7-tetrahydrobenzo[d]oxazol-2-yl)-2,7-naphthyridin-3-yl)cyclopropanecarboxamide CNC=1N=CC(=C2C=C(N=CC12)C1(CC1)C(=O)N)C=1OC2=C(N1)CCCC2